10-phenylacridin C1(=CC=CC=C1)N1C=2C=CC=CC2CC2=CC=CC=C12